4-(2-chloroethyl)-2,3-diphenyl-6-(quinolin-6-yl)pyrazolo[1,5-a]pyrimidin-7(4H)-one ClCCN1C=2N(C(C(=C1)C=1C=C3C=CC=NC3=CC1)=O)N=C(C2C2=CC=CC=C2)C2=CC=CC=C2